ClC1=CC(=C(C=C1)[C@@]1(OC2=C(O1)C=CC=C2C2CCN(CC2)CC2=NC1=C(C=NC(=C1)C(=O)O)N2CC2CCC2)C)F (S)-2-((4-(2-(4-chloro-2-fluorophenyl)-2-methylbenzo[d][1,3]dioxol-4-yl)piperidin-1-yl)methyl)-3-(cyclobutylmethyl)-3H-imidazo[4,5-c]pyridine-6-carboxylic acid